5-(dimethylphosphoryl)pyridinecarboxylic acid CP(=O)(C)C=1C=CC(=NC1)C(=O)O